1-(Fmoc-amino)-cyclobutylcarboxylic acid C(=O)(OCC1C2=CC=CC=C2C2=CC=CC=C12)NC1(CCC1)C(=O)O